C(C)(=O)N[C@@H]1C[C@H](CC1)NC([C@@H](C12CCC(CC1)(C2)F)C2=C(C(=CC=C2F)Cl)F)=O (S)-N-((1S,3S)-3-acetamidocyclopentyl)-2-(3-chloro-2,6-difluorophenyl)-2-(4-fluoro-bicyclo[2.2.1]hept-1-yl)acetamide